ethyl-2-(2-hydroxy-5-methylphenyl)imidazole (4-chloro-6-(decylthio)-1,3,5-triazin-2-yl)thiohexanoate ClC1=NC(=NC(=N1)SCCCCCCCCCC)OC(CCCCC)=S.C(C)C=1N=C(NC1)C1=C(C=CC(=C1)C)O